FC1=CC=C(C2=CN(N=C12)C1OCCCC1)C1=C(C(=NC2=C3C=CC=NC3=C(C=C12)OC(C)C)OCC1=CC=C(C=C1)OC)N 4-[7-fluoro-2-(oxan-2-yl)indazol-4-yl]-2-[(4-methoxyphenyl)methoxy]-6-propan-2-yloxy-1,7-phenanthroline-3-amine